C(C(C)C)(=O)OC=1C(=NC=CC1OC)C(N[C@@H](C)C1=NC(=NO1)C1=CC(=CC(=C1)C)C)=O (S)-2-((1-(3-(3,5-dimethylphenyl)-1,2,4-oxadiazol-5-yl)ethyl)carbamoyl)-4-methoxypyridin-3-yl isobutyrate